CC=1C=NNC1C1CN(CCC1)C(=O)OCC1=CC=CC=C1 benzyl 3-(4-methyl-1H-pyrazol-5-yl)piperidine-1-carboxylate